1-(4-(1,4-dimethyl-1H-pyrazol-5-yl)-5-fluoropyrimidin-2-yl)-N-(methyl-d3)-N-((2,3,5-trifluorophenyl)methyl-d2)piperidine-4-carboxamide CN1N=CC(=C1C1=NC(=NC=C1F)N1CCC(CC1)C(=O)N(C([2H])([2H])C1=C(C(=CC(=C1)F)F)F)C([2H])([2H])[2H])C